tosyl-oxazoline S(=O)(=O)(C1=CC=C(C)C=C1)C=1OCCN1